BrC=1C=NC(=NC1)CN1CCN(CC1)C 5-Bromo-2-((4-methylpiperazin-1-yl)methyl)pyrimidine